NC=1C2=C(N=CN1)N(C=C2)[C@H]2[C@@H]([C@@H]([C@@](O2)(F)CO[P@](=O)(OC2=CC=CC=C2)N[C@@H](C)C(=O)OC(C)C)O)O isopropyl ((S)-(((2S,3S,4R,5R)-5-(4-amino-7H-pyrrolo[2,3-d]pyrimidin-7-yl)-2-fluoro-3,4-dihydroxytetrahydrofuran-2-yl)methoxy)(phenoxy)phosphoryl)-L-alaninate